tert-butyl (R)-(8-(2-benzyl-3-(2,3-dichlorophenyl)-5-methyl-4-oxo-4,5-dihydro-2H-pyrazolo[3,4-d]pyrimidin-6-yl)-8-azaspiro[4.5]decan-1-yl)carbamate C(C1=CC=CC=C1)N1N=C2N=C(N(C(C2=C1C1=C(C(=CC=C1)Cl)Cl)=O)C)N1CCC2(CCC[C@H]2NC(OC(C)(C)C)=O)CC1